N-[(1R)-1-(5-bromothiazol-2-yl)ethyl]-1-(2-fluorophenyl)-6-oxo-pyridazine-3-carboxamide BrC1=CN=C(S1)[C@@H](C)NC(=O)C1=NN(C(C=C1)=O)C1=C(C=CC=C1)F